ClC1=C(C(=O)O)C=CC=C1OC 2-chloro-3-methoxy-benzoic acid